(+/-)-N7-Methyl-N5-(2-methyl-2H-1,2,3-triazol-4-yl)-3-phenyl-2,3-dihydrobenzofuran-5,7-dicarboxamide CNC(=O)C1=CC(=CC=2[C@H](COC21)C2=CC=CC=C2)C(=O)NC2=NN(N=C2)C |r|